ClC=1C=CC(=C(C1)S(=O)(=O)N)OC(F)(F)F 5-chloro-2-(trifluoromethoxy)benzenesulfonamide